N-(4-(aminomethyl)cyclohexyl)-4-(pentan-3-yl)aniline NCC1CCC(CC1)NC1=CC=C(C=C1)C(CC)CC